(6-methoxybenzofuran-2-yl)bis(naphthalen-2-yl)methanol COC1=CC2=C(C=C(O2)C(O)(C2=CC3=CC=CC=C3C=C2)C2=CC3=CC=CC=C3C=C2)C=C1